4-(7-((3-cyclopropyl-1-methyl-1H-pyrazol-5-yl)sulfonyl)-7-azaspiro[3.5]non-2-yl)morpholine C1(CC1)C1=NN(C(=C1)S(=O)(=O)N1CCC2(CC(C2)N2CCOCC2)CC1)C